1-(difluoromethyl)-2-oxo-1,2-dihydropyridine-3-carboxylic acid methyl ester COC(=O)C=1C(N(C=CC1)C(F)F)=O